methyl 5-bromo-3-methoxy-1,3-dimethyl-2-oxo-indoline-6-carboxylate BrC=1C=C2C(C(N(C2=CC1C(=O)OC)C)=O)(C)OC